5-(2-((tert-Butoxycarbonyl)amino)ethoxy)pentanoic acid C(C)(C)(C)OC(=O)NCCOCCCCC(=O)O